5-(4-(2-(1-methyl-1H-indazol-5-yl) ethynyl) phenoxy)-1H-1,2,3-triazole-4-carboxylate CN1N=CC2=CC(=CC=C12)C#CC1=CC=C(OC2=C(N=NN2)C(=O)[O-])C=C1